4-acetamido-N-[(1s,4s)-4-{[6-chloro-2-(trifluoromethyl)quinolin-4-yl]amino}cyclohexyl]benzamide C(C)(=O)NC1=CC=C(C(=O)NC2CCC(CC2)NC2=CC(=NC3=CC=C(C=C23)Cl)C(F)(F)F)C=C1